2-((1-((1-(2-(2-azidoethoxy)ethyl)-3-((4-cyanobenzyl)carbamoyl)-7-oxo-1,4,5,7-tetrahydro-6H-pyrazolo[3,4-c]pyridin-6-yl)methyl)cyclopropyl)sulfonyl)-2-methylpropanoic acid N(=[N+]=[N-])CCOCCN1N=C(C2=C1C(N(CC2)CC2(CC2)S(=O)(=O)C(C(=O)O)(C)C)=O)C(NCC2=CC=C(C=C2)C#N)=O